capryloyl-hydrazine C(CCCCCCC)(=O)NN